BrC=1C(=NN(C1C=1C=NC(=CC1)F)C1=NC=CC=C1F)O[C@@H](C(=O)OC)C Methyl 2R-{[4-bromo-1-(3-fluoropyridin-2-yl)-5-(6-fluoropyridin-3-yl)-1H-pyrazol-3-yl]oxy}propanoate